N-(cis-1-(4-fluorobenzoyl)-2-(((cis-4-isopropylcyclohexyl)oxy)methyl)-piperidin-3-yl)methanesulfonamide FC1=CC=C(C(=O)N2[C@H]([C@H](CCC2)NS(=O)(=O)C)CO[C@@H]2CC[C@@H](CC2)C(C)C)C=C1